1-[6-(5-Cyclopentyl-1,2,4-oxadiazol-3-yl)pyridine-2-yl]-4-[1-(propan-2-yl)piperidin-4-yl]-1,4-diazepane C1(CCCC1)C1=NC(=NO1)C1=CC=CC(=N1)N1CCN(CCC1)C1CCN(CC1)C(C)C